NC1=NC=CC(=N1)C1=CC=C(C=C1)NC(C1=CC=C(C=C1)[N+](=O)[O-])=O N-(4-(2-aminopyrimidin-4-yl)phenyl)-4-nitrobenzamide